OC(CN1C=2C(NC(NC2N(CC1=O)C[C@@H]([C@@H]([C@@H](CO)O)O)O)=O)=O)C 5-(2-Hydroxypropyl)-8-[(2S,3S,4R)-2,3,4,5-tetrahydroxypentyl]-1,5,7,8-tetrahydropteridine-2,4,6(3H)-trione